C(C)(C)(C)C(C(C(=O)OCC(COC(C(C(C1=CC=CC=C1)C(C)(C)C)(O)C(C)(C)C)=O)(COC(C(C(C1=CC=CC=C1)C(C)(C)C)(O)C(C)(C)C)=O)COC(C(C(C1=CC=CC=C1)C(C)(C)C)(O)C(C)(C)C)=O)(O)C(C)(C)C)C1=CC=CC=C1 Pentaerythritol tetra(di-t-butylhydroxyhydrocinnamate)